Cl.C1(CCC(N1C1=NC(=C(C(=O)N)C=C1)O)=O)=O succinimidyl-hydroxynicotinamide hydrochloride